S(N)(OC[C@@H]1[C@H](C[C@@H](C1)NC1=NC=NC=C1C(=O)C=1SC(=C(C1)[C@@H](O)C1=C(C=CC(=C1)Cl)Cl)Cl)O)(=O)=O [(1R,2S,4R)-4-{[5-({5-chloro-4-[(S)-(2,5-dichlorophenyl)(hydroxy)methyl]-2-thienyl}carbonyl)pyrimidin-4-yl]amino}-2-hydroxycyclopentyl]methyl sulfamate